C(C)(C)(C)OC(=O)N(C(OC(C)(C)C)=O)C1=NN2C(C=C(C=C2)C2=C(C(=CC=C2)O)F)=N1 tert-butyl (tert-butoxycarbonyl)(7-(2-fluoro-3-hydroxyphenyl)-[1,2,4]-triazolo[1,5-a]pyridin-2-yl)carbamate